CN1N=C(C(=C1)C1=C2C(=NC(=C1)C=1C=NC=3N(C1)C=CN3)SC(=C2N)S(=O)CCOC)C 4-(1,3-dimethyl-1H-pyrazol-4-yl)-6-(imidazo[1,2-a]pyrimidin-6-yl)-2-((2-methoxyethyl)sulfinyl)thieno[2,3-b]pyridin-3-amine